2-((6-amino-8-methyl-1,5-naphthyridin-3-yl)oxy)benzonitrile NC=1N=C2C=C(C=NC2=C(C1)C)OC1=C(C#N)C=CC=C1